CN1C(C2=C(C(=C1)C1=NC3=CC=C(C=C3C=C1)C1=CC=C(C=C1)OCCN1C(C(N(CC1)C)=O)(C)C)C=CN2)=O 6-methyl-4-{6-[4-(2-(2,2,4-trimethyl-3-oxopiperazin-1-yl)ethoxy)phenyl]quinolin-2-yl}-1H-pyrrolo[2,3-c]pyridin-7(6H)-one